4-((7-methoxy-2-methyl-3-oxo-3,4-dihydroquinoxalin-6-yl)methyl)piperazine COC1=C(C=C2NC(C(=NC2=C1)C)=O)CN1CCNCC1